3-bromo-2,4-dimethyl-phenol BrC=1C(=C(C=CC1C)O)C